C(CCC)O[In](OCCCC)OCCCC tributoxyindium